(R)-8-(8-(naphthalen-1-ylthio)imidazo[1,2-c]pyrimidin-5-yl)-8-azaspiro[4.5]decan-1-amine C1(=CC=CC2=CC=CC=C12)SC=1C=2N(C(=NC1)N1CCC3(CCC[C@H]3N)CC1)C=CN2